N-(5-(4-(1H-imidazol-1-yl)phenyl)-1H-pyrazol-3-yl)-4-methyl-1H-indazol-5-amine N1(C=NC=C1)C1=CC=C(C=C1)C1=CC(=NN1)NC=1C(=C2C=NNC2=CC1)C